Racemic-1-(4-chloro-2-fluorophenyl)-N-(1-methylpiperidin-3-yl)pyrido[3,4-d]pyridazin-4-amine ClC1=CC(=C(C=C1)C1=C2C(=C(N=N1)N[C@H]1CN(CCC1)C)C=NC=C2)F |r|